Cl.O1CC[C@H]2NCC[C@H]21 (3aR,6aR)-hexahydro-2H-furo[3,2-b]pyrrole hydrochloride